C1(CC1)CN1CC[C@@]23[C@@](CC4=C(N(N=C4C2)C2=CC(NC=C2)=O)C)([C@H]1CC=1C=CC(=CC13)OC)O 4-((6R,6aS,11aR)-14-(cyclopropylmethyl)-6a-hydroxy-2-methoxy-8-methyl-5,6,6a,7-tetrahydro-6,11a-(epiminoethano)naphtho[2,1-f]indazol-9(11H)-yl)pyridin-2(1H)-one